CC=1C=C2C(CCOC2=CC1)=NO 6-methylchroman-4-one oxime